(S,Z)-5-benzyl-N-(7-(2-chloro-3-hydroxy-3-methylbut-1-en-1-yl)-5-methyl-4-oxo-2,3,4,5-tetrahydrobenzo[b][1,4]oxazepin-3-yl)-1H-1,2,4-triazole-3-carboxamide C(C1=CC=CC=C1)C1=NC(=NN1)C(=O)N[C@@H]1C(N(C2=C(OC1)C=CC(=C2)\C=C(\C(C)(C)O)/Cl)C)=O